(3-butenyl) (2-propynyl) 3-butenylphosphonate C(CC=C)P(OCCC=C)(OCC#C)=O